C1(CC1)C1=NN(C=C1)C1=NC(=CC(=N1)NC1CCC(CC1)(F)F)C(C)OC 2-(3-cyclopropyl-1H-pyrazol-1-yl)-N-(4,4-difluorocyclohexyl)-6-(1-methoxyethyl)pyrimidin-4-amine